3-acetyl-4-(benzo[b]thiophen-3-yl)-1,4,6,7-tetrahydro-2-methylcyclopenta[b]pyridin-5-one C(C)(=O)C=1C(C2=C(NC1C)CCC2=O)C=2C1=C(SC2)C=CC=C1